(R)-N-((S)-1-(((R)-2-amino-6,7-dihydro-5H-cyclopenta[b]pyridin-5-yl)amino)-1-oxopropan-2-yl)-4-(4-fluoro-2-methylphenyl)-1,2,5,6-tetrahydropyridine-2-carboxamide NC1=CC=C2C(=N1)CC[C@H]2NC([C@H](C)NC(=O)[C@@H]2NCCC(=C2)C2=C(C=C(C=C2)F)C)=O